IC=1C=C2C(=NC1)N(C=N2)CC2=CC1=C(OC(CO1)C=1N=C(SC1C)C)C(=C2)OC 4-(6-((6-iodo-3H-imidazo[4,5-b]pyridin-3-yl)methyl)-8-methoxy-2,3-dihydrobenzo[b][1,4]dioxin-2-yl)-2,5-dimethylthiazol